C(\C=C/C(=O)O)(=O)O.C=CC1=CC=CC=C1 Styrene maleate